COC=1C2=C(N=C(N1)NC1C[C@@H]3[C@@H](CN(C3)C(C)=O)C1)NC=C2C=2C=C1N=CC=NC1=CC2 1-((3aR,5r,6aS)-5-((4-methoxy-5-(quinoxalin-6-yl)-7H-pyrrolo[2,3-d]pyrimidin-2-yl)amino)hexahydrocyclopenta[c]pyrrol-2(1H)-yl)ethan-1-one